N[C@@H]1C2=CC=CC=C2CC12CCN(CC2)C2=C(C=C(C=N2)C(=C)C2=NNCC2)C (S)-6-(1-amino-1,3-dihydrospiro[indene-2,4'-piperidine]-1'-yl)-3-(1-(5-methylpyridin-3-yl)vinyl)-1,5-dihydro-4H-pyrazole